S1C(=CC=C1)C(=O)O thiophene-carboxylic acid